C(C)(=O)NC1CCC(CC1)C1=NC2=CC=C(N=C2C(=C1C(=O)N)NC(C)C)C=1C=NNC1 (1R,4R)-4-acetamidocyclohexyl-4-(isopropylamino)-6-(1H-pyrazol-4-yl)-1,5-naphthyridine-3-carboxamide